C[Si](CCOCN1C=CC2=C1N=CNC2=O)(C)C 7-(2-trimethylsilylethoxymethyl)-3H-pyrrolo[2,3-d]pyrimidin-4-one